(S)-1-Benzyl-N-(4-methyl-5-oxo-4,5,6,7,8,9-hexahydropyrazolo[1,5-a][1,3]diazocin-6-yl)-1H-1,2,4-triazol-3-carboxamid C(C1=CC=CC=C1)N1N=C(N=C1)C(=O)N[C@@H]1C(N(C=2N(CCC1)N=CC2)C)=O